(S)-N-(5-fluorochroman-4-yl)-6-(1H-pyrrolo[2,3-b]pyridin-4-yl)nicotinamide FC1=C2[C@H](CCOC2=CC=C1)NC(C1=CN=C(C=C1)C1=C2C(=NC=C1)NC=C2)=O